Ethyl 6-(3,3-difluoropyrrolidin-1-yl)pyridine-3-carboxylate FC1(CN(CC1)C1=CC=C(C=N1)C(=O)OCC)F